1-(2-(tetrahydro-2H-pyran-2-yloxy)ethyl)-1H-4-pyrazoleboronic acid pinacol ester O1C(CCCC1)OCCN1N=CC(=C1)B1OC(C)(C)C(C)(C)O1